C1(=C(C=CC=C1)N(C1=C(C(=CC=2C3=CC=CC=C3CC12)C)C)C1=CC=CC=2OC3=C(C21)C=CC=C3)C3=CC=CC=C3 (biphenylyl)(dibenzofuranyl)(dimethylfluorenyl)amine